tert-Butyl (5-bromo-2-methoxybenzyl)carbamate BrC=1C=CC(=C(CNC(OC(C)(C)C)=O)C1)OC